[Si](C)(C)(C(C)(C)C)OCC=1C=2N(C=C(C1)C1CC1)C=C(N2)CNC2=CC(=NC=C2)NC(=O)[C@@H]2[C@H](C2)C2=CC(=CC=C2)Cl (1S,2S)-N-(4-(((8-(((tert-butyldimethylsilyl)oxy)methyl)-6-cyclopropylimidazo[1,2-a]pyridin-2-yl)methyl)amino)pyridin-2-yl)-2-(3-chlorophenyl)cyclopropane-1-carboxamide